((6-chloro-2-(4-methylpiperazin-1-yl)pyrido[3,4-d]pyrimidin-4-yl)amino)-N-(m-tolyl)ethane-1-sulphonamide benzyl-4-[tert-butoxycarbonyl(ethyl)amino]-2,2-dimethyl-piperidine-1-carboxylate C(C1=CC=CC=C1)OC(=O)N1C(CC(CC1)N(CC)C(=O)OC(C)(C)C)(C)C.ClC1=CC2=C(N=C(N=C2NC(C)S(=O)(=O)NC=2C=C(C=CC2)C)N2CCN(CC2)C)C=N1